3-((4-methoxyphenyl)(4-phenoxyphenyl)methyl)-5-bromo-pyridin-2-ol COC1=CC=C(C=C1)C(C=1C(=NC=C(C1)Br)O)C1=CC=C(C=C1)OC1=CC=CC=C1